ClC1=C(C(=CC=C1)Cl)/C(/N1CC2(CC2)C(C1)(F)F)=N\NS(=O)(=O)C1=CC=C(C=C1)C N-[(E)-[(2,6-dichlorophenyl)-(7,7-difluoro-5-azaspiro[2.4]heptan-5-yl)methylene]amino]-4-methyl-benzenesulfonamide